C(C)(=O)N1[C@H](C[C@H](C1)C1=CC(=C(C=C1)OC(F)F)OCC(C)C)CC1(NC=C(C=C1)C(=O)NCC)C(=O)N 2-(((2R,4S)-1-acetyl-4-(4-(difluoromethoxy)-3-isobutoxyphenyl)pyrrolidin-2-yl)methyl)-N5-ethylpyridine-2,5-dicarboxamide